1-[4-(1-benzoyl-5-{[(4-fluorophenyl)methyl]amino}-4-methyl-1H-pyrazol-3-yl)-3-methylpiperidine-1-carbonyl]pyrrolidin-3-ol C(C1=CC=CC=C1)(=O)N1N=C(C(=C1NCC1=CC=C(C=C1)F)C)C1C(CN(CC1)C(=O)N1CC(CC1)O)C